ethyl 4-(2-(1-(6-methoxy-3,4-dihydro-2H-benzo[b][1,4]oxazin-7-yl)-6-(pyrazolo[1,5-a]pyrimidin-3-yl)-1H-pyrazolo[4,3-c]pyridine-3-carboxamido)ethyl)-1-methylpiperazine-2-carboxylate COC1=CC2=C(OCCN2)C=C1N1N=C(C=2C=NC(=CC21)C=2C=NN1C2N=CC=C1)C(=O)NCCN1CC(N(CC1)C)C(=O)OCC